1-[4-(1,1-difluoroethyl)phenyl]sulfonyl-4-methoxy-3-(3,3,4,4-tetrafluoropyrrolidin-1-yl)indazole FC(C)(F)C1=CC=C(C=C1)S(=O)(=O)N1N=C(C2=C(C=CC=C12)OC)N1CC(C(C1)(F)F)(F)F